1,3-phenylenedioxydiacetic acid C1(=CC(=CC=C1)OCC(=O)O)OCC(=O)O